3-(2-(4-methoxybenzyl)-1,2,3,4-tetrahydroisoquinolin-5-yl)-3-(4-nitrophenyl)propionic acid COC1=CC=C(CN2CC3=CC=CC(=C3CC2)C(CC(=O)O)C2=CC=C(C=C2)[N+](=O)[O-])C=C1